[N+3].N(CC(=O)[O-])CC(=O)[O-].N(CC(=O)[O-])CC(=O)[O-].N(CC(=O)[O-])CC(=O)[O-].[N+3] iminodiacetate nitrogen